6-(2-hydroxy-2-(4-phenoxyphenyl)acetyl)-2-(1-phenylcyclopropyl)-5,6,7,8-tetrahydropyrido[4,3-d]pyrimidin-4(3H)-one OC(C(=O)N1CC2=C(N=C(NC2=O)C2(CC2)C2=CC=CC=C2)CC1)C1=CC=C(C=C1)OC1=CC=CC=C1